tert-butyl rac-(2S,4R)-4-hydroxy-2-(methylcarbamoyl)pyrrolidine-1-carboxylate O[C@@H]1C[C@H](N(C1)C(=O)OC(C)(C)C)C(NC)=O |r|